2-(octyloxy)dodecyl-5-bromopentane C(CCCCCCC)OC(CCCCCCBr)CCCCCCCCCC